C(C1=CC=CC=C1)OC1=CC=C(C(=O)NC2=CN(C(C=C2)=O)C2=CC=CC=C2)C=C1 4-benzyloxy-N-(6-oxo-1-phenyl-1,6-dihydropyridin-3-yl)benzamide